2-(2,6-dimethyl-4-((4-methyl-2-oxo-3-(4-(trifluoromethyl)phenyl)imidazolin-1-yl)methyl)phenoxy)-2-methylpropanoic acid ethyl ester C(C)OC(C(C)(C)OC1=C(C=C(C=C1C)CN1C(N(C(C1)C)C1=CC=C(C=C1)C(F)(F)F)=O)C)=O